C(C1=CC=CC=C1)N1C(=CC=C1)C(CCC1=CC(=CC=C1)Br)=O 1-(N-benzyl-pyrrol-2-yl)-3-(3-bromophenyl)propan-1-one